2-[(2S)-4-[2-[[(2S)-1-methylpyrrolidin-2-yl]methoxy]-7-[8-(tetrahydropyran-2-yloxymethyl)-1-naphthyl]-6,8-dihydro-5H-pyrido[3,4-d]pyrimidin-4-yl]piperazin-2-yl]acetonitrile CN1[C@@H](CCC1)COC=1N=C(C2=C(N1)CN(CC2)C2=CC=CC1=CC=CC(=C21)COC2OCCCC2)N2C[C@@H](NCC2)CC#N